CC(C#CC1=CC2=C(OC[C@@H](C(N2C)=O)NC(=O)C2=NC=CC(=C2)OC=2C=NC=CC2)C=C1)(C)C (S)-N-(7-(3,3-dimethylbut-1-yn-1-yl)-5-methyl-4-oxo-2,3,4,5-tetrahydrobenzo[b][1,4]oxazepin-3-yl)-4-(pyridin-3-yloxy)pyridineamide